1-(2,3,4-trimethoxyphenyl)ethan-1-one COC1=C(C=CC(=C1OC)OC)C(C)=O